N-(4-(4-amino-5-(5-(hydroxymethyl)pyridin-3-yl)-7-methyl-7H-pyrrolo[2,3-d]pyrimidin-6-yl)phenyl)methacrylamide barium (II) trifluoromethanesulfonate FC(S(=O)(=O)[O-])(F)F.[Ba+2].NC=1C2=C(N=CN1)N(C(=C2C=2C=NC=C(C2)CO)C2=CC=C(C=C2)NC(C(=C)C)=O)C.FC(S(=O)(=O)[O-])(F)F